1,6-dimethyl-3-(trifluoromethyl)-5,6,7,8-tetrahydroimidazo[1,5-a]pyrazine CC=1N=C(N2C1CNC(C2)C)C(F)(F)F